3-(pentyloxyphenylphosphinyl)-2-methyl-propionic acid pentyl ester C(CCCC)OC(C(CP(=O)(C1=CC=CC=C1)OCCCCC)C)=O